ACETIMIDAMIDE-13C2 [13C]([13CH3])(N)=N